2,2,2-trifluoro-N-methylethylamine FC(CNC)(F)F